phospho-phenyl-pyruvate P(=O)(=O)C(C(C(=O)[O-])=O)C1=CC=CC=C1